5-(2-(trifluoromethyl) phenyl)-1H-pyrrole-3-carboxylate FC(C1=C(C=CC=C1)C1=CC(=CN1)C(=O)[O-])(F)F